3-(4-ethylphenyl)-2-methylpropanoic acid C(C)C1=CC=C(C=C1)CC(C(=O)O)C